COC1CCCC(=C1)C1=CC=C(C=C1)B1OC(C(O1)(C)C)(C)C 2-(5'-methoxy-2',3',4',5'-tetrahydro-[1,1'-biphenyl]-4-yl)-4,4,5,5-tetramethyl-1,3,2-dioxaborolane